CC1=NC2=CC=CC=C2C(=N1)N1CCN(CC1)C=O (4-(2-methylquinazolin-4-yl)piperazin-1-yl)methanone